C(C)(C)(C)C1=NC=C(C=N1)NCC#CC=1N(C2=CC=C(C=C2C1)CNC1CCN(CC1)C(CN(C)C)=O)CC(F)(F)F 1-(4-{[(2-{3-[(2-tert-butylpyrimidin-5-yl)amino]prop-1-yn-1-yl}-1-(2,2,2-trifluoroethyl)-1H-indol-5-yl)methyl]amino}piperidin-1-yl)-2-(dimethylamino)ethan-1-one